N-{(2S,3R,4S)-2-[(3-chloro-2-fluorophenyl)methyl]-4-fluoropyrrolidin-3-yl}methanesulfonamide hydrochloride Cl.ClC=1C(=C(C=CC1)C[C@@H]1NC[C@@H]([C@@H]1NS(=O)(=O)C)F)F